FC1=CC2=CN(C(N=C2C=C1)C)C1=CC=C(C=C1)S 6-fluoro-3-(4-mercaptophenyl)-2-methyl-quinazoline